N-(6-(1-methyl-1H-pyrazol-4-yl)isoquinolin-3-yl)-3-((7-methyl-2,7-diazaspiro[3.5]non-2-yl)sulfonyl)benzamide CN1N=CC(=C1)C=1C=C2C=C(N=CC2=CC1)NC(C1=CC(=CC=C1)S(=O)(=O)N1CC2(C1)CCN(CC2)C)=O